BrC=1C(=C(OCCC(C(O)C2=CC=C(C=C2)F)F)C(=CC1)Cl)F 4-(3-bromo-6-chloro-2-fluorophenoxy)-2-fluoro-1-(4-fluorophenyl)-butan-1-ol